trifluoromethanesulfonic acid [3-[tert-butyl (diphenyl) silyl] oxy-2,2-difluoro-propyl] ester [Si](C1=CC=CC=C1)(C1=CC=CC=C1)(C(C)(C)C)OCC(COS(=O)(=O)C(F)(F)F)(F)F